1-phenyl-2-mercaptobenzimidazole C1(=CC=CC=C1)N1C(=NC2=C1C=CC=C2)S